[Ru](Cl)Cl.N1=C(C=CC=C1)C1=NC=CC=C1.N1=C(C=CC=C1)C1=NC=CC=C1.N1=C(C=CC=C1)C1=NC=CC=C1 tris(2,2'-bipyridine) ruthenium (II) chloride